N1C(=NC=C1)C1=CC=C(C=C1)C1=CC=NC=N1 6-[4-(1H-imidazol-2-yl)-phenyl]-pyrimidin